C1(CC1)N1CC2(CN(C2)C(=O)C2=C(C=C(C=C2)NC=2C=3N(C=CN2)C(=CN3)C3=CC(=C(C=C3)OC)F)C)C1 (6-cyclopropyl-2,6-diazaspiro[3.3]heptan-2-yl)-[4-[[3-(3-fluoro-4-methoxyphenyl)imidazo[1,2-a]pyrazin-8-yl]amino]-2-methylphenyl]methanone